N1(CCC1)C(CC(=O)NC1=CC(=CC=C1)C(F)(F)F)C1=CC(=CC=C1)NC=1C(N(C(C1)=O)C1C(NC(CC1)=O)=O)=O 3-(azetidin-1-yl)-3-(3-((1-(2,6-dioxopiperidin-3-yl)-2,5-dioxo-2,5-dihydro-1H-pyrrol-3-yl)amino)phenyl)-N-(3-(trifluoromethyl)phenyl)propanamide